FC=1C=C(C=C(C1)F)N1N=C(C(=C1)[C@@H]1O[C@H](C(N1CCC=1C=C2CC(NC2=CC1)=O)=O)C)C=1C=NC(=CC1)F (2S,5S)-2-(1-(3,5-difluorophenyl)-3-(6-fluoropyridin-3-yl)-1H-pyrazol-4-yl)-5-methyl-3-(2-(2-oxoindolin-5-yl)ethyl)oxazolidin-4-one